4-[1-(3-chlorophenyl)-7-methoxy-2,4-dioxo-pyrimido[5,4-c]Quinolin-3-yl]Cyclohexanecarboxylic acid ClC=1C=C(C=CC1)N1C(N(C(C=2C=NC=3C(=CC=CC3C21)OC)=O)C2CCC(CC2)C(=O)O)=O